C(C(C)C)C1=CC(=NN1C1=CC(=CC=C1)OCCOC)NC1=C(C(=O)[O-])C=C(C=N1)C=1SC=CC1 2-((5-isobutyl-1-(3-(2-methoxyethoxy)phenyl)-1H-pyrazol-3-yl)amino)-5-(thiophen-2-yl)nicotinate